N-octadecyl-2-acetyl-3,5-dihydroxypyridin-4-one C(CCCCCCCCCCCCCCCCC)N1C(=C(C(C(=C1)O)=O)O)C(C)=O